BrC1=CC(=C(C=C1F)C1C(NC(CC1)=O)=O)Cl 3-(4-bromo-2-chloro-5-fluorophenyl)piperidine-2,6-dione